((S)-2-amino-3-fluoropropyl)-2-(1-(cyclopropylmethyl)-7-(((S)-morpholin-3-yl)methoxy)-1H-indol-2-yl)-1-methyl-1,6,7,8-tetrahydro-5H-imidazo[4,5-g]isoquinolin-5-one N[C@@H](CC1=C2C(=CC=3CCNC(C13)=O)N(C(=N2)C=2N(C1=C(C=CC=C1C2)OC[C@H]2NCCOC2)CC2CC2)C)CF